(4R)-benzyl-3-[(3S,4S)-1-benzyl-4-(1,3-thiazol-2-yl)-pyrrolidine-3-carbonyl]-oxazolidin-2-one C(C1=CC=CC=C1)[C@H]1N(C(OC1)=O)C(=O)[C@@H]1CN(C[C@H]1C=1SC=CN1)CC1=CC=CC=C1